COC1=NC=C(C2=C1N=C(S2)NC(=O)N2CC1(CC2)CCOCC1)C1=CC=NC=C1 8-Oxa-2-aza-spiro[4.5]decane-2-carboxylic acid (4-methoxy-7-pyridin-4-yl-thiazolo[4,5-c]pyridin-2-yl)-amide